[C@H](C)(CC)C1=C(N2C(S1)=CN=C2)C(=O)OCC ethyl (S)-2-(sec-butyl)imidazo[5,1-b]thiazole-3-carboxylate